Benzyl 3-[7-[2-benzyloxy-6-methyl-4-(trifluoromethyl)phenyl]-1,8-naphthyridin-2-yl]piperidine-1-carboxylate C(C1=CC=CC=C1)OC1=C(C(=CC(=C1)C(F)(F)F)C)C1=CC=C2C=CC(=NC2=N1)C1CN(CCC1)C(=O)OCC1=CC=CC=C1